13-methylicosa-5,8,11,14-tetraenamide CC(C=CCC=CCC=CCCCC(=O)N)C=CCCCCC